4-dodecylhexadecan-1-ol C(CCCCCCCCCCC)C(CCCO)CCCCCCCCCCCC